C1(CC1)C=1C(=C(N(C1C(C(NC1CCN(CC1)C=1N=NC=CC1)=O)=O)C)C)C(=O)NC1=CC(=C(C=C1)F)C 4-cyclopropyl-N-(4-fluoro-3-methylphenyl)-1,2-dimethyl-5-(2-oxo-2-((1-(pyridazin-3-yl)piperidin-4-yl)amino)acetyl)-1H-pyrrole-3-carboxamide